azole-boronic acid N1C(=CC=C1)B(O)O